C(C)(C)(C)[S@@](=O)N=C(CCC1CC1)C=1C=CC(=NC1)C(=O)N (R)-(-)-5-(1-(tert-butylsulfinylimino)-3-cyclopropylpropyl)pyridinecarboxamide